ClCC=1C=C(C=CC1C)C(C(C(=O)OC)(C)C)C1=C(C2=C(N(N=N2)C)C=C1)C methyl 3-(3-(chloromethyl)-4-methylphenyl)-3-(1,4-dimethyl-1H-benzo[d][1,2,3]triazol-5-yl)-2,2-dimethylpropanoate